benzyl (6-(hydroxymethyl)chroman-4-yl)carbamate OCC=1C=C2C(CCOC2=CC1)NC(OCC1=CC=CC=C1)=O